N[C@@H]1CN(CC1)S(=O)(=O)NC(=O)C=1C(=NC(=CC1)C1=C(C=CC(=C1)F)F)N1C(C[C@@H](C1)C)(C)C N-[(3S)-3-Aminopyrrolidin-1-yl]sulfonyl-6-(2,5-difluorophenyl)-2-[(4S)-2,2,4-trimethylpyrrolidin-1-yl]pyridin-3-carboxamid